Pentamethoxy-1,3,5-trimethyltrisiloxan CO[Si](O[Si](O[Si](C)(OC)OC)(C)OC)(C)OC